tert-butyl N-[3-[(2R,3R)-2-(2-chloro-5-fluoro-3-methyl-phenyl)-1-[2-[3-cyclopropyl-5-(trifluoromethyl)pyrazol-1-yl]acetyl]pyrrolidin-3-yl]oxy-1-methyl-propyl]carbamate ClC1=C(C=C(C=C1C)F)[C@H]1N(CC[C@H]1OCCC(C)NC(OC(C)(C)C)=O)C(CN1N=C(C=C1C(F)(F)F)C1CC1)=O